ClC=1N=C(C2=C(N1)NC=C2)O[C@@H]2CN(CC[C@@H]2F)C(=O)OC(C)(C)C tert-butyl (3R,4S)-3-((2-chloro-7H-pyrrolo[2,3-d]pyrimidin-4-yl) oxy)-4-fluoropiperidine-1-carboxylate